C1(CC1)NC(C([C@H](CC=1C=NC=CC1)NC(CCCC)=O)=O)=O N-((S)-4-(cyclopropylamino)-3,4-dioxo-1-(pyridin-3-yl)butan-2-yl)pentanamide